C(C)(=O)O[C@@H]1C([C@@H]2CC(C3[C@]4([C@](CCC3[C@]2(CC1)C)([C@H](CC4)[C@H](C)CCCC(=O)OC)C)C)O)(C)C (1R,3aS,5aR,7S,9aR,11aR)-4-hydroxy-1-[(2R)-6-methoxy-6-oxohexan-2-yl]-3a,6,6,9a,11a-pentamethylhexadecahydro-1H-cyclopenta[1,2-i]phenanthren-7-yl acetate